1,5-dibromonaphthalene-2-carbaldehyde BrC1=C(C=CC2=C(C=CC=C12)Br)C=O